(3R,3'R)-1,1'-(((((2,2'-dimethyl-[1,1'-biphenyl]-3,3'-diyl)bis(azanediyl))bis(carbonyl))bis(4-cyclopropylpyridine-6,3-diyl))bis(methylene))bis(pyrrolidine-3-carboxylic acid) CC1=C(C=CC=C1NC(=O)C1=CC(=C(C=N1)CN1C[C@@H](CC1)C(=O)O)C1CC1)C1=C(C(=CC=C1)NC(=O)C1=CC(=C(C=N1)CN1C[C@@H](CC1)C(=O)O)C1CC1)C